2'-Deoxy-2',4'-difluoro-2'-methyluridine F[C@]1([C@@H](O[C@@]([C@H]1O)(CO)F)N1C(=O)NC(=O)C=C1)C